[Br-].C1(=CC=CC=C1)N1N=[NH+]C(=N1)C1=CC=CC=C1 3,5-diphenyltetrazolium bromide